NN1C=NC(=C2N3C(N=C12)N(C(N3C)=O)CCN3N=C(C=C3)C(=O)NC)C=3OC=CC3 1-[2-[5-Amino-8-(2-furyl)-1-methyl-2-oxo-[1,2,4]triazolo[5,1-f]purin-3-yl]ethyl]-N-methyl-pyrazole-3-carboxamide